C(C)(C)(C)C=1N(C=CN1)CC1=C(C=C(C=C1)C=1C(=CC=C(C1)CC(C)C)S(=O)(=O)NC1=NC=CC=N1)F 4'-((2-(tert-butyl)-1H-imidazol-1-yl)methyl)-3'-fluoro-5-isobutyl-N-(pyrimidin-2-yl)-[1,1'-biphenyl]-2-sulfonamide